2-(4-(4-Chlorophenyl)cyclopent-1-en-1-yl)-4,4,5,5-tetramethyl-1,3,2-dioxaborolane ClC1=CC=C(C=C1)C1CC=C(C1)B1OC(C(O1)(C)C)(C)C